C1(CC1)N1C(N(C(C1=O)C(C)C)C=1N=C2N(CCOC3=C2C=CC(=C3)N3[C@@H](CCC3)C(=O)N)C1C=C)=O (2S)-1-(2-(3-cyclopropyl-5-isopropyl-2,4-dioxoimidazolidin-1-yl)-3-vinyl-5,6-dihydrobenzo[f]imidazo[1,2-d][1,4]oxazepin-9-yl)pyrrolidine-2-carboxamide